1-{5-chloro-2-[(3S)-3,4-dimethylpiperazin-1-yl]pyrimidin-4-yl}-N-(2-{imidazo[1,2-a]pyridin-3-yl}propan-2-yl)piperidine-4-carboxamide ClC=1C(=NC(=NC1)N1C[C@@H](N(CC1)C)C)N1CCC(CC1)C(=O)NC(C)(C)C1=CN=C2N1C=CC=C2